BrCC=1C=C(CP(OC)(OC)=O)C=C(C1)CO[Si](C1=CC=CC=C1)(C1=CC=CC=C1)C(C)(C)C dimethyl (3-(bromomethyl)-5-(((tert-butyldiphenylsilyl)oxy)methyl)benzyl)phosphonate